tert-butyl N-[4-amino-2-fluoro-5-(2-methoxyphenoxy)phenyl]-carbamate NC1=CC(=C(C=C1OC1=C(C=CC=C1)OC)NC(OC(C)(C)C)=O)F